C(C)N(C(C1=C(C=C(C(=C1)C(C)C)O)O)=O)C1=C2C=CNC2=CC=C1 N-ethyl-2,4-dihydroxy-N-(1H-indol-4-yl)-5-isopropylbenzamide